3-[(dimethyl-amino)methyl]-5-(trifluoro-methyl)aniline CN(C)CC=1C=C(N)C=C(C1)C(F)(F)F